C(C)(C)(C)[Si](OC)(OC)CCCC tert-butyl-n-butyldimethoxysilane